5-Amino-3-[4-[2-[[3-(2,2-dimethylpropyl)isoxazol-5-yl]amino]-1-methyl-2-oxoethyl]phenyl]-1-[2,2,2-trifluoro-1-(trideuteriomethyl)ethyl]pyrazole-4-carboxamide NC1=C(C(=NN1C(C(F)(F)F)C([2H])([2H])[2H])C1=CC=C(C=C1)C(C(=O)NC1=CC(=NO1)CC(C)(C)C)C)C(=O)N